FC(C1=NN=C(S1)C1=NC(=NC2=CC=C(C=C12)S(=O)(=O)NC1(CC1)C)N1CCOCC1)F 4-(5-(difluoromethyl)-1,3,4-thiadiazol-2-yl)-N-(1-methylcyclopropyl)-2-morpholinoquinazoline-6-sulfonamide